COC1=C(C=CC=C1)C(C=1C(=NC=CC1)O)C1=C(C=CC=C1)OC 3-(bis(2-methoxyphenyl)methyl)pyridin-2-ol